BrC=1SC(=CN1)C=1N=NN(N1)C1=C(C=CC=C1F)Cl 2-bromo-5-(2-(2-chloro-6-fluorophenyl)-2H-tetrazol-5-yl)thiazole